O=C(C(=O)N)N1[C@H](CN([C@@H](C1)C)C(=O)C1(CC1)C)C1=CC=CC=C1 2-Oxo-2-[(2S,5R)-5-methyl-4-(1-methylcyclopropanecarbonyl)-2-phenyl-piperazin-1-yl]acetamide